N1=C(C=CC=2CCCNC12)CCC1CC(C1)C(=O)O 3-(2-(5,6,7,8-tetrahydro-1,8-naphthyridin-2-yl)ethyl)cyclobutanecarboxylic acid